ClC1(C(C(C1(F)F)(F)F)(Cl)Cl)Cl 1,1,2,2-tetrachloro-3,3,4,4-tetrafluorocyclobutane